ClC1=C(C(=O)N[C@@H](CCOCCCCC2=NC=3NCCCC3C=C2)C(=O)O)C(=CN=C1)Cl N-(3,5-dichloroisonicotinoyl)-O-(4-(5,6,7,8-tetrahydro-1,8-naphthyridin-2-yl)butyl)-L-homoserine